[Cl-].[NH2+]1CNC2=C1C=CC=C2 2,3-dihydro-1H-benzo[d]imidazolium chloride